BrC1=C(C=C(C(=O)N2C[C@@](S(CC2)(=O)=O)(C(=O)NCC(CC2=CC=CC=C2)=O)F)C=C1)Cl (R)-4-(4-bromo-3-chlorobenzoyl)-2-fluoro-N-(2-oxo-3-phenylpropyl)thiomorpholine-2-carboxamide 1,1-dioxide